C(#N)CC1=NN2C(N(C(C=C2N2C[C@H](N(C[C@@H]2C)C(=O)OC(C)(C)C)CC)=O)C)=C1 tert-butyl (2R,5S)-4-(2-(cyanomethyl)-4-methyl-5-oxo-4,5-dihydropyrazolo[1,5-a]pyrimidin-7-yl)-2-ethyl-5-methylpiperazine-1-carboxylate